C(C)(C)C1=CC=C(C[C@@H](NC(C(C)(C)C)=O)C(=O)O)C=C1 (R)-4-isopropyl-pivaloyl-phenylalanine